FC1=C(C(=CC=C1)C)N1CCC(CC1)C1=CC=2C(=NC=CN2)N(C1=O)CC1=NC=CN=C1O 7-(1-(2-fluoro-6-methylphenyl)piperidin-4-yl)-5-((3-hydroxypyrazin-2-yl)methyl)pyrido[2,3-b]pyrazin-6(5H)-one